(R)-4-(5-chloro-3-(3-methylmorpholino)-2-oxopyrazin-1(2H)-yl)piperidine-1-carboxylic acid tert-butyl ester C(C)(C)(C)OC(=O)N1CCC(CC1)N1C(C(=NC(=C1)Cl)N1[C@@H](COCC1)C)=O